C(#N)C(CC=1C=CC=2C3=CC=CC=C3C(NC2C1)=O)NC(=O)[C@@H]1[C@H]2CC[C@@H](N1)C2 (1S,2S,4R)-N-[1-cyano-2-(6-oxo-5H-phenanthridin-3-yl)ethyl]-3-azabicyclo[2.2.1]heptane-2-carboxamide